N-[6-[2-methyl-4-[(3S)-pyrrolidin-3-yl]oxy-pyrazol-3-yl]imidazo[1,2-a]pyridin-2-yl]cyclopropanecarboxamide CN1N=CC(=C1C=1C=CC=2N(C1)C=C(N2)NC(=O)C2CC2)O[C@@H]2CNCC2